OC(CC(C(C)C)NC(=O)C1=CC2=C(NC(N2C2=NC=C(C=C2)C(F)(F)F)=O)C=C1)(C)C N-(5-Hydroxy-2,5-dimethylhexan-3-yl)-2-oxo-3-(5-(trifluoromethyl)pyridin-2-yl)-2,3-dihydro-1H-benzo[d]imidazole-5-carboxamide